C(=O)(OC(C)(C)C)NC1CCC(CC1)NC(\C(=C\C1=CC=C(C=C1)O)\C#N)=O (E)-N-(N-Boc-4-aminocyclohexyl)-alpha-cyano-4-hydroxycinnamamide